C(C)(C)(C)OC(=O)N1CC2=C(CC1)NN=C2C(F)(F)F C3-(trifluoromethyl)-6,7-dihydro-1H-pyrazolo[4,3-c]Pyridine-5(4H)-carboxylic acid tert-butyl ester